C(C)(C)(C)OC(=O)N1C2(CC2)CC(CC1)CC(=O)OCC 7-(2-ethoxy-2-keto-ethyl)-4-azaspiro[2.5]octane-4-carboxylic acid tert-butyl ester